C1(CC1)N=S(=O)(C)C1=CC=C(C(=O)O)C=C1 4-(N-cyclopropyl-S-methyl-sulfonimidoyl)benzoic Acid